5-(((3-aminopropyl)amino)methyl)-N-(4-((4-cyclobutylpiperidin-1-yl)sulfonyl)phenyl)-2-(N-methylmethylsulfonamido)benzamide dihydrochloride Cl.Cl.NCCCNCC=1C=CC(=C(C(=O)NC2=CC=C(C=C2)S(=O)(=O)N2CCC(CC2)C2CCC2)C1)N(S(=O)(=O)C)C